C1N(CC2=CC=CC=C12)CC=1OC=CC(C1)=O 2-(isoindolin-2-ylmethyl)-4H-pyran-4-one